sodium 3-(3-(1,5-dimethyl-4-oxido-2-oxo-1,2-dihydropyridin-3-yl)ureido)-3-(4-(2-methoxyphenoxy)phenyl)propanoate CN1C(C(=C(C(=C1)C)[O-])NC(NC(CC(=O)[O-])C1=CC=C(C=C1)OC1=C(C=CC=C1)OC)=O)=O.[Na+].[Na+]